FC(OC1=CC=C(C=C1)C1=CC(=CC=2CCOC21)C=O)(F)F 7-(4-(trifluoromethoxy)phenyl)-2,3-dihydrobenzofuran-5-carbaldehyde